2-(2-(2-bromo-3-chlorophenyl) hydrazono) adipate C1(CCCCC(=O)ON(NC2=C(C(=CC=C2)Cl)Br)O1)=O